(N-(2-(4-cyanopiperidin-1-yl)-5-(trifluoromethyl)phenyl)sulfamoyl)-4-cyclopropylbenzoic acid C(#N)C1CCN(CC1)C1=C(C=C(C=C1)C(F)(F)F)NS(=O)(=O)C1=C(C(=O)O)C=CC(=C1)C1CC1